Dimesylate COC1=NC=C(C=C1)C2(CCC(CC2)N3CC[C@H](C3)NC(=O)CN(CS(=O)(=O)O)C(=O)C4=CC(=CC=C4)C(F)(F)F)O